OC1CCN(CC1)C=1C=CC(=NC1)NC=1C=CC(=C2CNC(C12)=O)C1=C2C(=NC=C1)N(C=C2)C 7-[[5-(4-hydroxy-1-piperidyl)-2-pyridyl]amino]-4-(1-methylpyrrolo[2,3-b]pyridin-4-yl)isoindolin-1-one